COC1=CC2=C(C=3N=CN(C(C3S2)=O)C(CC(=O)O)C)C=C1OC 3-(7,8-dimethoxy-4-oxobenzo[4,5]thieno[3,2-d]pyrimidin-3(4H)-yl)butanoic acid